B(OCC=C)([O-])[O-] Z-allyl borate